4-(4-(4'-chloro-5'-oxo-5'H-spiro[cyclohexane-1,7'-indolo[1,2-a]quinazolin]-9'-yl)piperidin-1-yl)cyclohexane-1-carboxylic acid ClC=1C=2C(N=C3N(C2C=CC1)C1=CC=C(C=C1C31CCCCC1)C1CCN(CC1)C1CCC(CC1)C(=O)O)=O